C1(CC1)N(C(OC(C)(C)C)=O)[C@H]1CN(CC1)C=1N=NC(=CC1)C1=C(C=C(C=C1)C=1C=NN(C1)C1OCCCC1)OCOC tert-butyl cyclopropyl((3R)-1-(6-(2-(methoxymethoxy)-4-(1-(tetrahydro-2H-pyran-2-yl)-1H-pyrazol-4-yl)phenyl)pyridazin-3-yl)pyrrolidin-3-yl)carbamate